hydroxypropyl thioether bis(3-mercaptopropionate) SCCC(=O)O.SCCC(=O)O.OCCCSCCCO